C(C)NS(=O)(=O)C1=CC(=C(C=C1)NC1=NC=C(C=C1)C(F)(F)F)C=1N=CN(C1)C N-ethyl-3-(1-methylimidazol-4-yl)-4-[[5-(trifluoromethyl)-2-pyridyl]amino]benzenesulfonamide